5-methoxy-8,8-dimethyl-2-(4-(trifluoromethyl)phenyl)-4H,8H-pyrano[2,3-f]chromen-4-one COC1=C2C(=C3C=CC(OC3=C1)(C)C)OC(=CC2=O)C2=CC=C(C=C2)C(F)(F)F